(4-hydroxy-3,5-dimethoxyphenyl)(6-methoxy-1H-indol-3-yl)methanone OC1=C(C=C(C=C1OC)C(=O)C1=CNC2=CC(=CC=C12)OC)OC